2,3,5-trimethyl-4-nitropyridine-N-oxide CC1=[N+](C=C(C(=C1C)[N+](=O)[O-])C)[O-]